2-ethoxycarbonyl-1,3-oxathiolane-2-carboxylic acid C(C)OC(=O)C1(OCCS1)C(=O)O